2,2,2-trifluoro-N-(2-((6-methyl-2-(3-(naphthalen-2-yl)ureido)pyrimidin-4-yl)amino)ethyl)acetamide FC(C(=O)NCCNC1=NC(=NC(=C1)C)NC(=O)NC1=CC2=CC=CC=C2C=C1)(F)F